tetramethylene disulfone C1CCCS(=O)(=O)S1(=O)=O